C(CCCCCCCCC)(=O)N decaneamide